5-methoxybenzoic acid COC=1C=CC=C(C(=O)O)C1